FC(CO)(CN1[C@@H](C2=CC=C3C(=C2C[C@H]1C)C(=NN3)F)C3=NC(=C(C=C3)NC3CN(C3)CCCF)F)F 2,2-difluoro-3-((6S,8R)-1-fluoro-6-(6-fluoro-5-((1-(3-fluoropropyl)azetidin-3-yl)amino)pyridin-2-yl)-8-methyl-3,6,8,9-tetrahydro-7H-pyrazolo[4,3-f]isoquinolin-7-yl)propan-1-ol